Boc-trans-4-hydroxyproline methyl ester COC([C@H]1N(C[C@@H](C1)O)C(=O)OC(C)(C)C)=O